OC1=C(C=C(C(=C1)I)O)I 1,4-dihydroxyl-2,5-diiodobenzene